(((1R,4R,4'S,5'S)-4',5'-diphenylspiro[bicyclo[2.2.1]heptane-2,2'-[1,3]dioxolane]-4-yl)methyl)isoindoline-1,3-Dione C1(=CC=CC=C1)[C@@H]1OC2(O[C@H]1C1=CC=CC=C1)[C@@H]1CC[C@](C2)(C1)CN1C(C2=CC=CC=C2C1=O)=O